8-chloro-2-((R)-3-methylmorpholin-4-yl)-[1,7]Naphthyridin-4-ol tert-butyl-7-(7-(dimethylamino)-5-methyl-[1,2,4]triazolo[1,5-a]pyrimidin-6-yl)-3,4-dihydroisoquinoline-2(1H)-carboxylate C(C)(C)(C)C1N(CCC2=CC=C(C=C12)C=1C(=NC=2N(C1N(C)C)N=CN2)C)C(=O)OC2=CC(=NC1=C(N=CC=C21)Cl)N2[C@@H](COCC2)C